3-{2-fluoro-5-[(isoquinolin-8-ylmethyl)(methyl)amino]-4-methoxyphenyl}-2,4-dioxo-1H-thiophene FC1=C(C=C(C(=C1)OC)N(C)CC=1C=CC=C2C=CN=CC12)C1C(SCC1=O)=O